C1=CN=C2N1C1=CC=CC=C1C(=N2)N imidazo[1,2-a]quinazolin-5-amine